(S)-3-cyclopropyl-N7-(3-fluorophenyl)-N5-(piperidin-3-yl)pyrazolo[1,5-a]pyrimidine-5,7-diamine hydrochloride Cl.C1(CC1)C=1C=NN2C1N=C(C=C2NC2=CC(=CC=C2)F)N[C@@H]2CNCCC2